NC=1C(=NC(=C(N1)C(=O)N[C@@H](C(=O)O)CO)N)C(=O)N[C@@H](C(=O)O)CO (2R,2'R)-2,2'-((3,6-diaminopyrazine-2,5-dicarbonyl)bis(azanediyl))bis(3-hydroxy-propanoic acid)